C(CCCCCCCCCCC)(=O)OCC(OC(CCCCCCCCCCC)=O)COC(CCCCCCCCCCC)=O 1,2,3-Tridodecanoyl-glycerol